(1s,4s)-4-(3-chloroanilino)-2'-iodospiro[cyclohexane-1,1'-indene]-4-carbonitrile ClC=1C=C(NC2(CCC3(C(=CC4=CC=CC=C34)I)CC2)C#N)C=CC1